(S)-4-((4-(3-((2-(1-hydroxyethyl)-1H-imidazol-1-yl)methyl)isoxazol-5-yl)phenyl)ethynyl)benzamide O[C@@H](C)C=1N(C=CN1)CC1=NOC(=C1)C1=CC=C(C=C1)C#CC1=CC=C(C(=O)N)C=C1